2-methylbutyric anhydride CC(C(=O)OC(C(CC)C)=O)CC